tert-butyl N-[(9R,13S)-3,9-dimethyl-8-oxo-3,4,7,15-tetraazatricyclo[12.3.1.02,6]octadeca-1(18),2(6),4,14,16-pentaen-13-yl]carbamate CN1C=2C=3C=CN=C([C@H](CCC[C@H](C(NC2C=N1)=O)C)NC(OC(C)(C)C)=O)C3